methyl 2-[8-(cyclopropylmethyl)-1-(2-trimethylsilylethoxymethyl) pyrrolo[3,2-g]indazol-7-yl]-7-fluoro-1-methyl-benzimidazole-5-carboxylate C1(CC1)CN1C(=CC2=CC=C3C=NN(C3=C21)COCC[Si](C)(C)C)C2=NC1=C(N2C)C(=CC(=C1)C(=O)OC)F